C(C)OC=1C=C(C=CC1C=1NC(C2=C(N1)NN=N2)=O)C2=CC=C(C=C2)C(=O)N 3'-Ethoxy-4'-(7-oxo-6,7-dihydro-3H-[1,2,3]triazolo[4,5-d]pyrimidin-5-yl)-[1,1'-biphenyl]-4-carboxamide